(S)-methyl 2-((4-(6-(6-cyano-8-fluoro-3,4-dihydronaphthalen-2-yl)pyridin-2-yl)piperazin-1-yl)methyl)-1-(oxetan-2-ylmethyl)-1H-benzo[d]imidazole-6-carboxylate C(#N)C=1C=C2CCC(=CC2=C(C1)F)C1=CC=CC(=N1)N1CCN(CC1)CC1=NC2=C(N1C[C@H]1OCC1)C=C(C=C2)C(=O)OC